C(C)(C)(C)OC(=O)N1CC(C1)CN1CCC(CC1)C1CCN(CC1)C1=CC2=C(N(C(N2C)=O)C2C(NC(CC2)=O)=O)C=C1 3-((1'-(1-(2,6-dioxopiperidin-3-yl)-3-methyl-2-oxo-2,3-dihydro-1H-benzo[d]imidazol-5-yl)-[4,4'-bipiperidin]-1-yl)methyl)azetidine-1-carboxylic acid tert-butyl ester